4-((bis(N,N-dimethylamino))methylsilyl)styrene CN(C)C(N(C)C)[SiH2]C1=CC=C(C=C)C=C1